CC1=CC=C(C(=C1)C(C)(C)C)O 4-methyl-6-tert-butylphenol